8-methyl-4-[8-[4-[(4-methylpiperazin-1-yl)methyl]phenyl]-2-methylsulfanyl-7-oxo-pyrido[2,3-d]pyrimidin-6-yl]-2,3-dihydroquinoxaline-1-carboxylic acid benzyl ester C(C1=CC=CC=C1)OC(=O)N1CCN(C2=CC=CC(=C12)C)C1=CC2=C(N=C(N=C2)SC)N(C1=O)C1=CC=C(C=C1)CN1CCN(CC1)C